(3,5-difluoro-4-hydroxyphenyl)(spiro[cyclopropane-1,3'-pyrido[2,3-b][1,4]oxazin]-1'(2'H)-yl)methanone tert-butyl-(2S)-2-formylindoline-1-carboxylate C(C)(C)(C)OC(=O)N1[C@@H](CC2=CC=CC=C12)C=O.FC=1C=C(C=C(C1O)F)C(=O)N1C2=C(OC3(C1)CC3)N=CC=C2